[N+](=O)([O-])C1=C2C(N(C(C2=CC=C1)=O)C1CN(C1)C(=O)OC(C)(C)C)=O tertbutyl 3-(4-nitro-1,3-dioxoisoindolin-2-yl)azetidine-1-carboxylate